6-chloro-2-((2-(1-methylpyrrolidin-3-yl)ethyl)thio)-1,4-dihydroquinazoline ClC=1C=C2CN=C(NC2=CC1)SCCC1CN(CC1)C